8-methyl-6-(((R)-2-methylmorpholinyl)methyl)-4H-chromen-4-one CC=1C=C(C=C2C(C=COC12)=O)CN1C[C@H](OCC1)C